FC(C1CCC(CC1)C1=CC=C(N)C=C1)(F)F 4-(4-(trifluoromethyl)cyclohexyl)aniline